benzyl (2-(2-methoxy ethyl)-1,2,3,4-tetrahydroisoquinolin-6-yl)carbamate COCCN1CC2=CC=C(C=C2CC1)NC(OCC1=CC=CC=C1)=O